1,5-diethyl-8-oxabicyclo[3.2.1]oct-6-en-3-one C(C)C12CC(CC(C=C1)(O2)CC)=O